N-[1-[1-[2-[1-(4-fluoro-2-methyl-phenyl)-4-piperidyl]ethyl]-4,5,6,7-tetrahydroindazole-3-carbonyl]-4-piperidyl]acetamide FC1=CC(=C(C=C1)N1CCC(CC1)CCN1N=C(C=2CCCCC12)C(=O)N1CCC(CC1)NC(C)=O)C